4-((4-Fluoropiperidin-4-yl)methoxy)-3-nitrobenzenesulfonamide FC1(CCNCC1)COC1=C(C=C(C=C1)S(=O)(=O)N)[N+](=O)[O-]